4-(3-Amino-2,2,4,4-tetramethyl-cyclobutoxy)-2-methoxy-benzonitrile NC1C(C(C1(C)C)OC1=CC(=C(C#N)C=C1)OC)(C)C